((1r,3s,5s)-8-((4-(difluoromethoxy)phenyl)-sulfonyl)-8-azabicyclo[3.2.1]oct-3-yl)carbamic acid tert-butyl ester C(C)(C)(C)OC(NC1C[C@H]2CC[C@@H](C1)N2S(=O)(=O)C2=CC=C(C=C2)OC(F)F)=O